C(C)(C)(C)[Si](C1=CC=CC=C1)(C1=CC=CC=C1)OC[C@@H](C#C)C (R)-tert-butyl((2-methylbut-3-yn-1-yl)oxy)diphenylsilane